C[C@H](CCCCO)CCCCCCCCCCCC (S)-5-methylheptadecanol